C(C)(C)(C)OC(=O)NCCN(CC(=O)O)CCCCCC N-(2-((tert-butoxycarbonyl)amino)ethyl)-N-hexylglycine